FC1=CC=C(C=C1)C(C(F)(F)F)N 1-(4-fluorophenyl)-2,2,2-trifluoroethan-1-amine